5-((4'-(methylsulfonyl)-[1,1'-biphenyl]-4-yl)oxy)-1H-1,2,3-triazole-4-carboxylic acid CS(=O)(=O)C1=CC=C(C=C1)C1=CC=C(C=C1)OC1=C(N=NN1)C(=O)O